N12C[C@H](C(CC1)CC2)OC(N[C@@H]2C(CCC1=CC(=C(C=C21)F)C2=CC=C(C=C2)CC(C)C)(C)C)=O (S)-quinuclidin-3-yl((R)-7-fluoro-6-(4-isobutylphenyl)-2,2-dimethyl-1,2,3,4-tetrahydronaphthalen-1-yl)carbamate